(3S)-N-[(2S)-4-(benzyloxy)-3-oxo-1-[(3S)-2-oxopyrrolidin-3-yl]butan-2-yl]-2-azabicyclo[2.2.2]octane-3-carboxamide hydrochloride Cl.C(C1=CC=CC=C1)OCC([C@H](C[C@H]1C(NCC1)=O)NC(=O)[C@H]1NC2CCC1CC2)=O